rel-4-((2S,3R,4R,5S)-3-(4-fluoro-3-(hydroxymethyl)-2-methoxyphenyl)-4,5-dimethyl-5-(trifluoromethyl)tetrahydrofuran-2-carboxamido)picolinamide FC1=C(C(=C(C=C1)[C@@H]1[C@H](O[C@@]([C@@H]1C)(C(F)(F)F)C)C(=O)NC1=CC(=NC=C1)C(=O)N)OC)CO |o1:7,8,10,11|